N-(cyclohexylmethyl)-6-methyl-4-[(1-methylcyclopropyl)amino]furo[2,3-d]pyrimidine-5-carboxamide C1(CCCCC1)CNC(=O)C1=C(OC=2N=CN=C(C21)NC2(CC2)C)C